1-(6-acetamidospiro[3.3]heptan-2-yl)-N-(3-chloro-5-(methylsulfonamido)phenyl)-1H-pyrazole-4-carboxamide C(C)(=O)NC1CC2(CC(C2)N2N=CC(=C2)C(=O)NC2=CC(=CC(=C2)NS(=O)(=O)C)Cl)C1